OC=1C(NC=NC1C[C@@H](CN[C@H](CO)C)C1=CC=C(C=C1)C#CC1=CC=C(C=C1)CN1CCOCC1)=O 5-hydroxy-6-((R)-3-(((S)-1-hydroxypropan-2-yl)amino)-2-(4-((4-(morpholinomethyl)phenyl)ethynyl)phenyl)propyl)pyrimidin-4(3H)-one